phenyltrifluoromethanesulfonate C1(=CC=CC=C1)OS(=O)(=O)C(F)(F)F